azetidin-3-ol hydrogen chloride Cl.N1CC(C1)O